Cl.FC=1C=CC=C(C(=O)N(C(C)C)C(C)C)C1 5-fluoro-N,N-diisopropyl-Benzamide hydrochloride